8-hydroxyoctylphosphonic acid OCCCCCCCCP(O)(O)=O